C(C(C)(C)C)(=O)OCOP(=O)(OCOC(C(C)C)=O)OC[C@H]1O[C@@]([C@@H]([C@@H]1OC(CC)=O)O)(C#N)C1=CC=C2C(=NC=NN21)N (((((2R,3S-4R,5R)-5-(4-aminopyrrolo[2,1-f][1,2,4]triazin-7-yl)-5-cyano-4-hydroxy-3-(propionyloxy)tetrahydrofuran-2-yl)methoxy)((isobutyryloxy)methoxy) phosphoryl)oxy)methyl pivalate